N-(2,4-difluorobenzyl)-2,2-dimethylbutyramide FC1=C(CNC(C(CC)(C)C)=O)C=CC(=C1)F